(R)-N-(4-chlorophenyl)-2-((1S,4S)-4-(6-fluoroquinolin-4-yl)cyclohexyl)propanamide methanesulfonic acid salt CS(=O)(=O)O.ClC1=CC=C(C=C1)NC([C@H](C)C1CCC(CC1)C1=CC=NC2=CC=C(C=C12)F)=O